COC1=NC(=NC=C1C(F)(F)F)N[C@H]1CN(CC1)C=1C2=C(N=C(N1)OC)CNCC2 (R)-4-methoxy-N-(1-(2-methoxy-5,6,7,8-tetrahydropyrido[3,4-d]pyrimidin-4-yl)pyrrolidin-3-yl)-5-(trifluoromethyl)pyrimidin-2-amine